2-bromo-4,6-bis(methylthio)benzonitrile BrC1=C(C#N)C(=CC(=C1)SC)SC